2-[4-[7-(5-fluoro-1-naphthyl)-2-[[(2S)-1-methylpyrrolidin-2-yl]methoxy]-6,8-dihydro-5H-pyrido[3,4-d]pyrimidin-4-yl]-1-prop-2-enoyl-piperazin-2-yl]acetonitrile FC1=C2C=CC=C(C2=CC=C1)N1CC=2N=C(N=C(C2CC1)N1CC(N(CC1)C(C=C)=O)CC#N)OC[C@H]1N(CCC1)C